N1(CCC1)CC(=O)NC1=CC(=C(C(=C1)F)C=1C=C2C(=CN1)NN=C2C=2C=NN(C2)C)OC(F)F (azetidin-1-yl)-N-(3-(difluoromethoxy)-5-fluoro-4-(3-(1-methyl-1H-pyrazol-4-yl)-1H-pyrazolo[3,4-c]pyridin-5-yl)phenyl)acetamide